ClC1=C(OC=2C=CC(=C(C2)S(=O)(=O)NC23CC(C2)(C3)O)O)C(=CC(=C1)N1N=C(C(NC1=O)=O)C(F)F)Cl 5-(2,6-dichloro-4-(6-(difluoromethyl)-3,5-dioxo-4,5-dihydro-1,2,4-triazin-2(3H)-yl)phenoxy)-2-hydroxy-N-(3-hydroxybicyclo[1.1.1]pentan-1-yl)benzenesulfonamide